[2-(furan-2-yl)pyrrolidine-1-carbonyl]-6-methyl-N-(1-methylcyclopropyl)furo[2,3-d]pyrimidin-4-amine O1C(=CC=C1)C1N(CCC1)C(=O)C=1N=C(C2=C(N1)OC(=C2)C)NC2(CC2)C